4-(trifluoromethyl)toluene FC(C1=CC=C(C)C=C1)(F)F